isopropyl (1S,4R)-4-[[3-(1,3-benzoxazol-4-ylamino)-2-methoxy-3-oxo-propanoyl]amino]cyclopent-2-ene-1-carboxylate O1C=NC2=C1C=CC=C2NC(C(C(=O)N[C@H]2C=C[C@H](C2)C(=O)OC(C)C)OC)=O